ClC=1C=C(C=CC1C1CCCCC1)CCCN1CCOCC1 4-[3-(3-chloro-4-cyclohexylphenyl)propyl]morpholine